4-(dibenzo[b,d]furan-3-yl)-2-phenyl-6-(3-(4,4,5,5-tetramethyl-1,3,2-dioxaborolan-2-yl)phenyl)pyrimidine C1=CC(=CC=2OC3=C(C21)C=CC=C3)C3=NC(=NC(=C3)C3=CC(=CC=C3)B3OC(C(O3)(C)C)(C)C)C3=CC=CC=C3